2,4-dichloro-3-((6-cyano-4-methyl-1H-benzo[d]imidazol-2-yl)methyl)benzoic acid ClC1=C(C(=O)O)C=CC(=C1CC1=NC2=C(N1)C=C(C=C2C)C#N)Cl